ClC=1C=NC=2N(C1)N=CC2C(=O)NC=2C(=CC1=C(CC(O1)(C)C)C2)N2CCC1(CCOC1)CC2 6-Chloro-N-(2,2-dimethyl-6-(2-oxa-8-azaspiro[4.5]decan-8-yl)-2,3-dihydrobenzofuran-5-yl)pyrazolo[1,5-a]pyrimidine-3-carboxamide